C(C1=CC=CC=C1)N1CC=2C(N(C=3N(C2CC1)CCN3)CC3=CC(=CC=C3)C(F)(F)F)=O 7-benzyl-4-(3-(trifluoromethyl)benzyl)-1,2,6,7,8,9-hexahydroimidazo[1,2-a]pyrido[3,4-e]pyrimidin-5(4H)-one